octadecanoic acid, magnesium salt [Mg+2].C(CCCCCCCCCCCCCCCCC)(=O)[O-].C(CCCCCCCCCCCCCCCCC)(=O)[O-]